BrC=1C=CC=C2C(COC(C12)(C)C)(C)C 8-bromo-1,1,4,4-tetramethylisochromane